C(CC)C=1C=C(C2=C(C(=NO2)C(F)(F)F)C1)CCC 5,7-dipropyl-3-trifluoromethyl-1,2-benzoxazol